C1CCC2=NC3=C(C(=C21)NC(=O)N=[S@@](=O)(N)C=2SC(=C(C2)C(C)(C)O)C)CCC3 (S)-N'-((1,2,3,5,6,7-hexahydrodicyclopenta[b,e]pyridin-8-yl)carbamoyl)-4-(2-hydroxypropan-2-yl)-5-methylthiophene-2-sulfonimidamide